N1C[C@H](CCC1)CNC(OC(C)(C)C)=O tert-butyl (S)-(piperidin-3-ylmethyl)carbamate